7-chloro-5-(2-chloropropanoyl)-2,3-dihydro-1H-indol-2-one ClC=1C=C(C=C2CC(NC12)=O)C(C(C)Cl)=O